2-(6-((5,6-dichloro-2-methyl-1H-benzo[d]imidazol-1-yl)methyl)pyridin-3-yl)-5-(difluoromethyl)-1,3,4-oxadiazole ClC1=CC2=C(N(C(=N2)C)CC2=CC=C(C=N2)C=2OC(=NN2)C(F)F)C=C1Cl